FC(C=1C=CC(=NC1)NN=CC1=CC(=C(C(=C1)OC)O)OC)(F)F 3,5-dimethoxy-4-hydroxybenzaldehyde-5-trifluoromethyl-2-pyridylhydrazone